O=C1OC2(CN1)CCN(CC2)C2C1CN(CC(C2)C1)C(=O)OC(C)(C)C tert-Butyl 6-(2-oxo-1-oxa-3,8-diazaspiro[4.5]dec-8-yl)-3-azabicyclo[3.2.1]octane-3-carboxylate